C(C)OC1=CC=NN1C 5-ethoxy-1-methyl-1H-pyrazole